5-chloro-N-((1r,4r)-4-((3-(2-cyanopyridin-3-yl)-2-oxo-2,3-dihydro-1H-benzo[d]imidazol-1-yl)methyl)cyclohexyl)-2-(trifluoro-methyl)nicotinamide ClC=1C=NC(=C(C(=O)NC2CCC(CC2)CN2C(N(C3=C2C=CC=C3)C=3C(=NC=CC3)C#N)=O)C1)C(F)(F)F